5-(trifluoromethyl)benzoic acid FC(C=1C=CC=C(C(=O)O)C1)(F)F